diethylenetriamine imidazolineoleate N1(C=NCC1)CCCCCCCC\C=C/CCCCCCCC(=O)O.NCCNCCN